NC1=C2N=CN(C2=NC=N1)C[C@@H](C)OCP(OCCCOCCCCCCCCCCCCC[Si](C)(C)C(C)(C)C)(O)=O 3-((13-(tert-butyldimethylsilyl)tridecyl)oxy)propyl hydrogen ((((R)-1-(6-amino-9H-purin-9-yl)propan-2-yl)oxy)methyl)phosphonate